4-amino-8-mercapto-quinoline NC1=CC=NC2=C(C=CC=C12)S